1,4-bis(acrylamido)piperazine C(C=C)(=O)NN1CCN(CC1)NC(C=C)=O